C(C1=CC=CC=C1)N1C[C@@H]2C=3C=NC(=CC3CN2[C@@H](C1)C)Cl (2S,6R)-4-benzyl-11-chloro-6-methyl-4,7,12-triazatricyclo[7.4.0.02,7]trideca-1(9),10,12-triene